(S)-N-(tetrahydrofuran-3-yl)-2-(2-((2,2,2-trifluoroethyl)amino)pyrimidin-4-yl)-1-((2-(trimethylsilyl)ethoxy)methyl)-1H-pyrrolo[3,2-c]pyridin-6-amine O1C[C@H](CC1)NC1=CC2=C(C=N1)C=C(N2COCC[Si](C)(C)C)C2=NC(=NC=C2)NCC(F)(F)F